pentaerythritol disulfite S(=O)(O)OS(=O)O.OCC(CO)(CO)CO